propyl-1H-pyrazolo[4,3-b]pyridin-7-amine C(CC)N1N=CC2=NC=CC(=C21)N